N-(5-cyclobutyl-1H-pyrazol-3-yl)-2-(4-(4-((2-(2,4-dioxotetrahydropyrimidin-1(2H)-yl)-1,3-dioxoisoindolin-5-yl)methyl)piperazin-1-yl)phenyl)acetamide C1(CCC1)C1=CC(=NN1)NC(CC1=CC=C(C=C1)N1CCN(CC1)CC=1C=C2C(N(C(C2=CC1)=O)N1C(NC(CC1)=O)=O)=O)=O